C(C)OC(=O)C1=NOC(C1)(C1=CC=CC=C1)Cl 5-chloro-5-phenyl-4,5-dihydroisoxazole-3-carboxylic acid ethyl ester